N1=C(N=CC=C1)COC1=NC=CC(=C1)CNC(=O)NCCC1(CC1)C(F)(F)F 1-((2-(Pyrimidin-2-ylmethoxy)pyridin-4-yl)methyl)-3-(2-(1-(trifluoromethyl)cyclopropyl)ethyl)urea